(1r,3r)-3-(4-methyl-4H-1,2,4-triazol-3-yl)-3-(3-(6-(((1-methylcyclobutyl)amino)methyl)-1-oxo-4-(trifluoromethyl)isoindolin-2-yl)phenyl)cyclobutanecarbonitrile CN1C(=NN=C1)C1(CC(C1)C#N)C1=CC(=CC=C1)N1C(C2=CC(=CC(=C2C1)C(F)(F)F)CNC1(CCC1)C)=O